ethyl maleate C(\C=C/C(=O)[O-])(=O)OCC